NCCOC1CCN(CC1)C1=NC=CC(=N1)NC=1N=CC2=C(C=CC(=C2C1)C(C)C)N1[C@@H]([C@H](C1)CS(=O)(=O)C)C N-{2-[4-(2-aminoethoxy)piperidin-1-yl]pyrimidin-4-yl}-8-[(2R,3S)-3-(methanesulfonylmeth-yl)-2-methylazetidin-1-yl]-5-(propan-2-yl)isoquinolin-3-amine